ClC1=C(C=C2C=C(N=CC2=C1)NC(=O)[C@H]1[C@@H](C1)C#N)C1CCN(CC1)[C@@]1(COC[C@@H]1O)C (1R,2R)-N-(7-chloro-6-(1-((3R,4R)-4-hydroxy-3-methyltetrahydrofuran-3-yl)piperidin-4-yl)isoquinolin-3-yl)-2-cyanocyclopropane-1-carboxamide